(5S)-2-[(5-Chloropyridin-2-yl)methyl]-5-[(3,3-difluoropyrrolidin-1-yl)carbonyl]-8,8-difluoro-5,6,7,8-tetrahydro[1,2,4]triazolo[4,3-a]pyridin-3(2H)-one ClC=1C=CC(=NC1)CN1N=C2N([C@@H](CCC2(F)F)C(=O)N2CC(CC2)(F)F)C1=O